N[C@@H](CS(=O)CC=C)C(=O)O.[In] indium (AlliiN)